1-(2-iodophenyl)-4-fluoro-1H-indole IC1=C(C=CC=C1)N1C=CC2=C(C=CC=C12)F